C1(=C(C=CC=C1)C1=C(C(=NN=N1)C1=C(C=CC=2[Se]C3=C(C21)C=CC=C3)C3=CC=CC=C3)C3=C(C(=CC=2C1=CC=CC=C1CC32)C)C)C3=CC=CC=C3 (biphenylyl)(dimethylfluorenyl)(phenyldibenzoselenophenyl)triazine